Methyl 4-[6-(4-fluorophenyl)-4-[(6-methylpyridazin-3-yl)methylamino]quinazolin-8-yl]oxypiperidine-1-carboxylate FC1=CC=C(C=C1)C=1C=C2C(=NC=NC2=C(C1)OC1CCN(CC1)C(=O)OC)NCC=1N=NC(=CC1)C